4-((4-(carboxymethoxy)phenyl)(pyridin-2-yl)methyl)phenylsodium sulfate S(=O)(=O)(O)O.C(=O)(O)COC1=CC=C(C=C1)C(C1=CC=C(C=C1)[Na])C1=NC=CC=C1